COC([C@@]([C@H](C)OCCCCCCCCCCCCCCCCCC)(O)C)=O methyl-(2r,3s)-2-hydroxy-3-(octadecyloxy)butanoic acid methyl ester